OC[C@H]1OCCN(C1)C1=CC(=NC=C1)C(=O)NC=1C=CC=C2C=CC=NC12 (S)-4-(2-(hydroxymethyl)morpholino)-N-(quinolin-8-yl)picolinamide